N-(2-(1H-pyrazol-1-yl)ethyl)-5-(5-methylthiophen-2-yl)isoxazole-3-carboxamide N1(N=CC=C1)CCNC(=O)C1=NOC(=C1)C=1SC(=CC1)C